C(C)OC(CN1CCC(CC1)C(N)=O)=O 2-(4-carbamoylpiperidin-1-yl)acetic acid ethyl ester